NCC1C2(C1)C1=C(CN(S2(=O)=O)CC)C=CC(=C1)Cl (aminomethyl)-7-chloro-3-ethyl-3,4-dihydrospiro[benzo[d][1,2]thiazine-1,1'-cyclopropane]-2,2-dioxide